C(C)N1C2CCCCC2C2CCCCC12 dodecahydro-n-ethylcarbazole